N1C(=NC=C1)C1CCC(CC1)NC([O-])=O (4-(1H-imidazol-2-yl)cyclohexyl)carbamate